C(C1=CC=CC=C1)OC=1C=CC(=C2C=C(NC12)C(=O)OC)Cl methyl 7-(benzyloxy)-4-chloro-1H-indole-2-carboxylate